2,6-DINITRO-4-(TRIFLUOROMETHYL)PHENYLISOCYANIDE [N+](=O)([O-])C1=C(C(=CC(=C1)C(F)(F)F)[N+](=O)[O-])[N+]#[C-]